3-(3-Methoxypropoxy)-6,6,9-trimethyl-6a,7,8,10a-tetrahydrobenzo[c]chromen-1-ol COCCCOC=1C=C(C=2C3C(C(OC2C1)(C)C)CCC(=C3)C)O